ClC=1C(=NC(=CC1)N1N=C(C=C1C)C)C(=O)NC1=CC=CC=C1 3-chloro-6-(3,5-dimethyl-1H-pyrazol-1-yl)-N-phenyl-picolinamide